(6R)-6-{[7-fluoro-2-(1-methyl-1H-pyrazol-4-yl)[1,2,4]triazolo[1,5-c]quinazolin-5-yl]amino}-1,4-diazepan-5-one FC1=CC=CC=2C=3N(C(=NC12)N[C@H]1C(NCCNC1)=O)N=C(N3)C=3C=NN(C3)C